3-Chloro-N-methyl-5-[3-(piperidine-1-carbonyl)pyrazolo[1,5-a]pyridin-7-yl]pyridine-2-carboxamide ClC=1C(=NC=C(C1)C1=CC=CC=2N1N=CC2C(=O)N2CCCCC2)C(=O)NC